CS Thiomethanol